N-(4-{[((2R)-oxolan-2-yl)carbonylamino]methyl}phenyl){[(4-methoxyphenyl)methyl]amino}carboxamide O1[C@H](CCC1)C(=O)NCC1=CC=C(C=C1)NC(=O)NCC1=CC=C(C=C1)OC